(3S)-3-amino-2-hydroxy-4-((S)-2-oxopyrrolidin-3-yl)-N-(2-phenoxyethyl)butanamide hydrochloride Cl.N[C@H](C(C(=O)NCCOC1=CC=CC=C1)O)C[C@H]1C(NCC1)=O